CC1=NN2C(CNCC23CC3)=C1 methyl-5',6'-dihydro-4'H-spiro[cyclopropane-1,7'-pyrazolo[1,5-a]pyrazin]